C(C=C)(=O)OCCCC(C)O[Si](OCC)(OCC)C γ-acryloxypropylmethyltriethoxysilane